N-{9-[(2R,4S,5R)-4-[(tert-butyldimethylsilyl)oxy]-5-{[(tert-butyldimethylsilyl)oxy]methyl}-5-(chloromethyl)oxolan-2-yl]purin-6-yl}-2-methylpropanamide [Si](C)(C)(C(C)(C)C)O[C@H]1C[C@@H](O[C@]1(CCl)CO[Si](C)(C)C(C)(C)C)N1C2=NC=NC(=C2N=C1)NC(C(C)C)=O